(R)-3-((4-(2,6-dimethylphenyl)-2-oxo-2H-chromen-7-yl)(methyl)amino)butanoic acid CC1=C(C(=CC=C1)C)C1=CC(OC2=CC(=CC=C12)N([C@@H](CC(=O)O)C)C)=O